C(N)(=O)C1(CCCCC1)CCC(=O)O 3-(1-carbamoylcyclohexyl)propionic acid